FC1=C(OC2=CC(=NC=N2)OC2=C(C=CC=C2)/C(/C(=O)[O-])=C\OC)C(=CC=C1)F (E)-2-[2-[6-(2,6-difluorophenoxy) pyrimidin-4-yloxy] phenyl]-3-methoxyacrylate